13-Heptyl-5-(8-heptyl-10,10-dimethyl-7,9,11-trioxa-10-silanonadecyl)-15,15-dimethyl-12,14,16-trioxa-5-aza-15-silatetracosan-1-ol C(CCCCCC)C(OCCCCCCN(CCCCO)CCCCCCOC(O[Si](OCCCCCCCC)(C)C)CCCCCCC)O[Si](OCCCCCCCC)(C)C